BrC=1C=C2C(=NC(=NC2=C(C1)OC1COCC1)N)C 6-bromo-4-methyl-8-((tetrahydrofuran-3-yl)oxy)quinazolin-2-amine